N1(CCOCC1)C1=NC(=NC(N1C1=CC(=CC=C1)C(F)(F)F)NC1=CC=C(C=C1)C)N 6-Morpholin-4-yl-N-p-tolyl-N1-(3-trifluoromethylphenyl)-[1,3,5]triazine-2,4-diamine